C(C1=CC=CC=C1)OC=1C(C(=CN2[C@H]3[C@@](C=C[C@@H](N(C(C12)=O)C3)C)(C)O)C(=O)NCC3=C(C=C(C=C3)F)F)=O (1R,10S,13S)-6-benzyloxy-N-[(2,4-difluorophenyl)methyl]-13-hydroxy-10,13-dimethyl-5,8-dioxo-2,9-diazatricyclo[7.4.1.02,7]tetradeca-3,6,11-triene-4-carboxamide